2-methyl-1-oxo-1,2-dihydropyrrolo[1,2-a]pyrazine-7-carboxylic acid ethyl ester C(C)OC(=O)C=1C=C2N(C=CN(C2=O)C)C1